The molecule is an aryl sulfide that is diphenyl sulfide in which each phenyl group is substituted at position 2 by hydroxy and at positions 3 and 5 by chlorine. A fungicide and anthelmintic, it was used in various topical drug products for the treatment of liver flukes, but withdrawn after being shown to be a potent photosensitizer with the potential to cause serious skin disorders. It has a role as an antiplatyhelmintic drug and an antifungal agrochemical. It is an aryl sulfide, an organochlorine pesticide, a dichlorobenzene, a polyphenol, a bridged diphenyl fungicide and a bridged diphenyl antifungal drug. C1=C(C=C(C(=C1SC2=C(C(=CC(=C2)Cl)Cl)O)O)Cl)Cl